(2R)-N-(R)-(3-chloro-2,4-difluorophenyl)(trans-2-(trifluoromethyl)cyclopropyl)-2-methyl-3-oxopiperazine-1-carboxamide ClC=1C(=C(C=CC1F)NC(=O)N1[C@](C(NCC1)=O)(C)[C@H]1[C@@H](C1)C(F)(F)F)F